NC1=CC(=C(OCC(C)(C)NC(OC(C)(C)C)=O)C=C1)C[S@](=O)C |r| (±)-tert-butyl (1-(4-amino-2-((methylsulfinyl)methyl)phenoxy)-2-methylpropan-2-yl)carbamate